FC=1C=C(OCCCCCCC2=CC=C(C=C2)NC(=O)N2CCN(CC2)C(=O)OC(C)(C)C)C=C(C1)F tert-butyl 4-((4-(6-(3,5-difluorophenoxy)hexyl)phenyl)carbamoyl)piperazine-1-carboxylate